ClC1=C(C=CC(=C1)Cl)S(=O)(=O)NC=1C=CC=C2C=CC(=NC12)CN(C)C 2,4-Dichloro-N-(2-((dimethylamino)methyl)quinolin-8-yl)benzenesulfonamide